(2R,3S)-2,3-bis(((benzyloxy)carbonyl)amino)succinic acid C(C1=CC=CC=C1)OC(=O)N[C@@H](C(=O)O)[C@@H](C(=O)O)NC(=O)OCC1=CC=CC=C1